(2s,4r)-N-(3-chloro-2-fluorophenylmethyl)-4-fluoropyrrolidine-2-carboxamide ClC=1C(=C(C=CC1)CNC(=O)[C@H]1NC[C@@H](C1)F)F